[Si](C1=CC=CC=C1)(C1=CC=CC=C1)(C(C)(C)C)OC1CC(C1)C(=NO)N 3-((tert-butyldiphenylsilyl)oxy)-N'-hydroxycyclobutanecarboxamidine